C(C=C)(=O)N1[C@@H](C2=CC=CC(=C2CC1)C1=C2C(=C(NC2=C(C=C1F)C(=O)N)C)Cl)C (S)-4-((R)-2-acryloyl-1-methyl-1,2,3,4-tetrahydroisoquinolin-5-yl)-3-chloro-5-fluoro-2-methyl-1H-indole-7-carboxamide